(4-(6-chloro-8-fluoro-2-(((S)-1-methylpyrrolidin-2-yl)methoxy)-4-(methylthio)quinazolin-7-yl)benzo[d]thiazol-2-yl)carbamic acid tert-butyl ester C(C)(C)(C)OC(NC=1SC2=C(N1)C(=CC=C2)C2=C(C=C1C(=NC(=NC1=C2F)OC[C@H]2N(CCC2)C)SC)Cl)=O